(R)-6-(4-chlorobenzyl)-9-isopropyl-7,10-dioxo-N-(pyridin-2-yl)-2,6,9-triazaspiro[4.5]decane-2-carboxamide ClC1=CC=C(CN2[C@@]3(CCN(C3)C(=O)NC3=NC=CC=C3)C(N(CC2=O)C(C)C)=O)C=C1